3-[2-[(E,3R)-5-[3-(cyclopentylsulfonylamino)phenyl]-3-hydroxypent-4-enoxy]phenyl]propionic acid C1(CCCC1)S(=O)(=O)NC=1C=C(C=CC1)/C=C/[C@@H](CCOC1=C(C=CC=C1)CCC(=O)O)O